BrC1=C(C(=CC(=C1)C(=O)OC)[N+](=O)[O-])N[C@@H](COCC(=O)O)C (R)-2-(2-((2-bromo-4-(methoxycarbonyl)-6-nitrophenyl)amino)propoxy)acetic acid